ClC=1C=C(C=C(C1)Cl)C1(CC(=NO1)C1=CC(=C(C(=O)NC2C(CS2)=O)C=C1)C)C(F)(F)F 4-[5-(3,5-dichlorophenyl)-4,5-dihydro-5-(trifluoromethyl)-3-isoxazolyl]-2-methyl-N-(trans-1-oxo-3-thiacyclobutyl)-benzamide